7-fluoro-N-[1-(methylsulfanyl)-2-methylpropan-2-yl]-2-(pyridin-3-yl)-2H-indazol-4-carboxamide FC1=CC=C(C2=CN(N=C12)C=1C=NC=CC1)C(=O)NC(CSC)(C)C